BrC1=CC=CC=2NS(C3=C(C21)C=CC=C3)(=O)=O 10-bromo-6H-dibenzo[c,e][1,2]thiazine 5,5-dioxide